(R)-7-fluoro-5-(4-methyl-6-oxo-1,4,5,6-tetrahydropyridazin-3-yl)indolin-2-one FC=1C=C(C=C2CC(NC12)=O)C1=NNC(C[C@H]1C)=O